5-bromo-8-(((3R,4R)-4-hydroxytetrahydro-2H-pyran-3-yl)amino)-2-methyl-2,7-naphthyridin-1(2H)-one BrC1=C2C=CN(C(C2=C(N=C1)N[C@@H]1COCC[C@H]1O)=O)C